Cl.Cl.N[C@H](CCNCC=1OC=CC1)C [(3S)-3-Aminobutyl](2-furanylmethyl)amine dihydrochloride